FC=1C=C(COCC=2N(C(C3=C(N2)N(N=C3)C)=O)C3=CC=CC=C3)C=CC1 6-(((3-fluorobenzyl)oxy)methyl)-1-methyl-5-phenyl-1H-pyrazolo[3,4-d]pyrimidin-4(5H)-one